C=C(C(C)OC(CC#N)C)CC 3-((3-Methylenepent-2-yl)oxy)butyronitrile